trifluoromethyl chloroformate ClC(=O)OC(F)(F)F